(S)-2-(2-(1-methyl-1H-pyrazole-3-carbonyl)-6-(3-methyl-1H-pyrrolo[2,3-b]pyridin-5-yl)-1,2,3,4-tetrahydroisoquinolin-8-yl)pyrrolidine-1-carboxylic acid tert-butyl ester C(C)(C)(C)OC(=O)N1[C@@H](CCC1)C=1C=C(C=C2CCN(CC12)C(=O)C1=NN(C=C1)C)C=1C=C2C(=NC1)NC=C2C